(2,2,2-trifluoroacetyl)ammonium bis-trifluoroacetate FC(C(=O)[O-])(F)F.FC(C(=O)[O-])(F)F.FC(C(=O)[NH3+])(F)F.FC(C(=O)[NH3+])(F)F